4-(bromomethyl)-N,N-bis[(2,4-dimethoxyphenyl)methyl]-2,3-difluoro-benzenesulfonamide BrCC1=C(C(=C(C=C1)S(=O)(=O)N(CC1=C(C=C(C=C1)OC)OC)CC1=C(C=C(C=C1)OC)OC)F)F